(2R)-1-methoxy-1-oxopropan COC(CC)=O